FC1=CC=C(C=C1)C1CC(C(C1)N1CC(CCC1)N)N1N=CN=N1 [4-(4-fluorophenyl)-2-(tetrazol-2-yl)cyclopentyl]piperidin-3-amine